5-((4-chloro-5-((4-(2-chloro-3-(3-(((S)-2,3-dihydroxypropyl)amino)propoxy)phenyl)-2,3-dihydro-1H-inden-1-yl)oxy)-2-formylphenoxy)-methyl)nicotinonitrile ClC1=CC(=C(OCC=2C=NC=C(C#N)C2)C=C1OC1CCC2=C(C=CC=C12)C1=C(C(=CC=C1)OCCCNC[C@@H](CO)O)Cl)C=O